OCCN1CCOCC1 2-hydroxyethylmorpholine